ClC1=CC=C(C=C1)N1N=C(N=CC1=O)C1=CC=CC=C1 1-(4-chlorophenyl)-3-phenyl-1,2,4-triazin-6(1H)-one